COC=1C=C(C=CC1OC)C1=C(C=2N=C(N=CC2N1)C=1OC(=NN1)C[C@H]1NCCC1)CC (S)-2-(6-(3,4-dimethoxyphenyl)-7-ethyl-5H-pyrrolo[3,2-d]pyrimidin-2-yl)-5-(pyrrolidin-2-ylmethyl)-1,3,4-oxadiazole